C(=O)C=1C(=C2C(=NC1)N(C(=C2)C=2C=NN(C2)C)S(=O)(=O)C2=CC=CC=C2)NC2CC(C2)NC(OC)=O Methyl ((1r,3r)-3-((5-formyl-2-(1-methyl-1H-pyrazol-4-yl)-1-(phenylsulfonyl)-1H-pyrrolo[2,3-b]pyridin-4-yl)amino)cyclobutyl)carbamate